C(C)OC1=CC(=C(C=C1)C=1CCOC2=C(C1C1=CC=C(C=C1)O[C@@H]1CN(CC1)CCCF)C=CC(=C2)O)F 4-(4-ethoxy-2-fluoro-phenyl)-5-[4-[(3S)-1-(3-fluoropropyl)pyrrolidin-3-yl]oxyphenyl]-2,3-dihydro-1-benzoxepin-8-ol